5-(5-((1R,5S,6r)-6-(1H-1,2,3-triazol-5-yl)-3-azabicyclo[3.1.0]hexan-3-yl)-1,3,4-oxadiazol-2-yl)-N-(4-bromophenethyl)pyrimidin-2-amine N1N=NC=C1C1[C@H]2CN(C[C@@H]12)C1=NN=C(O1)C=1C=NC(=NC1)NCCC1=CC=C(C=C1)Br